(S)-Methyl 2-(3-(bromomethyl)-5-chlorophenoxy)propanoate BrCC=1C=C(O[C@H](C(=O)OC)C)C=C(C1)Cl